CC1(CCC2=C(C=C(C=C12)C(C)(C)C)C(C)=O)C 1,1-dimethyl-4-Acetyl-6-tert-butylindan